COC(=O)C1=CN(C(C(=C1)C)=O)CCC1=C(C=CC(=C1)CN1N=CC=2C1=NC(=NC2N)Cl)Br 1-(5-((4-amino-6-chloro-1H-pyrazolo[3,4-d]pyrimidin-1-yl)methyl)-2-bromophenethyl)-5-methyl-6-oxo-1,6-dihydropyridine-3-carboxylic acid methyl ester